C[Si](C(C(=O)OC)C)(OCC)C methyl α-dimethylethoxysilylpropionate